N1C(=NC=C1)C1CCN(CC1)C(=O)C=1C=CC2=C(OC3=C2C=CC=C3)C1 (4-(1H-imidazol-2-yl)piperidin-1-yl)(dibenzo[b,d]furan-3-yl)methanone